C(CC)(=O)N1C=CC2=CC(=CC=C12)CCC(=O)NCC=1C=NC=CC1 3-(1-propionylindol-5-yl)-N-(pyridin-3-ylmethyl)propioamide